4-(2,6-difluoro-4-nitrophenoxy)-7-methoxyquinolin FC1=C(OC2=CC=NC3=CC(=CC=C23)OC)C(=CC(=C1)[N+](=O)[O-])F